(2S)-2-(((2-(3-chlorophenyl)-2,2-difluoro-1-phenylethoxy)carbonyl)amino)-3-cyclopentylpropionic acid ClC=1C=C(C=CC1)C(C(OC(=O)N[C@H](C(=O)O)CC1CCCC1)C1=CC=CC=C1)(F)F